4-((4-(3-bromophenyl)-2-(cyclopropylmethyl)-1H-pyrrole-3-yl)methyl)-2-fluoro-benzenesulfonamide BrC=1C=C(C=CC1)C=1C(=C(NC1)CC1CC1)CC1=CC(=C(C=C1)S(=O)(=O)N)F